C1(=CC=CC=C1)P(C1=C(C=CC=C1)C1=C(C=C(C=C1)C)C/C(/C(=O)OCC)=C\C1=CC=CC=C1)C1=CC=CC=C1 ethyl (E)-2-((2'-(diphenylphosphino)-4-methyl-[1,1'-biphenyl]-2-yl) methyl)-3-phenylacrylate